C(C1=CC=CC=C1)(C1=CC=CC=C1)(C1=CC=CC=C1)OCCOCCOCCOCCOCC(=O)O 2-[2-[2-[2-(2-trityloxyethoxy)ethoxy]ethoxy]ethoxy]acetic acid